C(C)(C)(CC)OOC(C)(C)CC ditertamyl peroxide